FC1=C(C(=CC=C1OC(F)(F)F)N1N=NN=C1)CO (2-fluoro-6-(1H-tetrazol-1-yl)-3-(trifluoromethoxy)phenyl)methanol